methyl (E)-4-(methoxymethylene)-2,2-dimethylcyclohexane-1-carboxylate CO\C=C/1\CC(C(CC1)C(=O)OC)(C)C